3-(2-hydroxy-3-(tetradecyloxy)propoxy)phenol OC(COC=1C=C(C=CC1)O)COCCCCCCCCCCCCCC